N-formyl-nicotine C(=O)N1CC=CC(=C1)C1N(C)CCC1